C/C=C(\\C)/C(=O)O[C@@H]1C[C@@](/C=C/C(=O)/C(=C\\[C@@H]2[C@@H]1C(=C)C(=O)O2)/C)(C)O The molecule is a sesquiterpene lactone of the heliangolide group isolated from Eupatorium kiirunense and exhibits cytotoxicity against human oral epidermoid (KB), cervical epitheloid (Hela) and liver (hepa59T/VGH) carcinoma cells. It has a role as a metabolite and an antineoplastic agent. It is an enoate ester, an enone and a sesquiterpene lactone. It derives from a tiglic acid.